(4-fluoro-2-((trimethylsilyl)ethynyl)phenyl)boronic acid FC1=CC(=C(C=C1)B(O)O)C#C[Si](C)(C)C